2-(2-(2-isopropylphenyl)pyridin-1-yl)-7-azaspiro[3.5]nonane C(C)(C)C1=C(C=CC=C1)C1N(C=CC=C1)C1CC2(C1)CCNCC2